NC(C(=O)O)CC1CCOCC1 amino-3-(tetrahydro-2H-pyran-4-yl)propionic acid